methyl(2-((2R,3S,4S,5S,6R)-3,4,5-trihydroxy-6-phenoxytetrahydro-2H-pyran-2-yl)ethyl)phosphinic acid CP(O)(=O)CC[C@H]1O[C@@H]([C@H]([C@H]([C@@H]1O)O)O)OC1=CC=CC=C1